ClC1=C(C=C(C=C1)C1=CN(C(C=C1)=O)C(C)C)CC(C(=O)NC1=CC=C(C=C1)N1N=CN=C1C)NC(OC(C)(C)C)=O tert-butyl N-[1-[[2-chloro-5-(1-isopropyl-6-oxo-3-pyridyl)phenyl]methyl]-2-[4-(5-methyl-1,2,4-triazol-1-yl)anilino]-2-oxo-ethyl]carbamate